ClC=1C=C2C(=CN1)N(C(=C2)C2=C(C#N)C=CC=C2)C 2-[5-chloro-1-methylpyrrolo[2,3-c]pyridin-2-yl]benzonitrile